trans-2,2-dimethyl-N-(3-methylpiperidin-4-yl)-3-((3-methylpyridin-2-yl)oxy)propanamide CC(C(=O)N[C@H]1[C@@H](CNCC1)C)(COC1=NC=CC=C1C)C